(S)-2-(2-chloro-5-(1,3,4-oxadiazol-2-yl) pyrimidin-4-ylamino)-2-phenylethyl isobutyrate C(C(C)C)(=O)OC[C@H](C1=CC=CC=C1)NC1=NC(=NC=C1C=1OC=NN1)Cl